CC1=NC(=CC=C1OC1CC2CCC(C2C1)C(=O)O)C=1N=NN(C1COC1=NC=CC(=N1)O[C@H]1COCC1)C 5-((2-Methyl-6-(1-methyl-5-(((4-(((R)-tetrahydrofuran-3-yl)oxy)pyrimidin-2-yl)oxy)methyl)-1H-1,2,3-triazol-4-yl)pyridin-3-yl)oxy)octahydropentalene-1-carboxylic acid